di-(p-chlorobenzyl) oxalate C(C(=O)OCC1=CC=C(C=C1)Cl)(=O)OCC1=CC=C(C=C1)Cl